4-(6-(4-bromophenyl)-5-cyano-4-hydroxypyridin-2-yl)benzoic acid ethyl ester C(C)OC(C1=CC=C(C=C1)C1=NC(=C(C(=C1)O)C#N)C1=CC=C(C=C1)Br)=O